N-[4-chloro-3-(3-methyl-2-butenyloxy)phenyl]-2-methyl-3-furanthiocarbonylamide ClC1=C(C=C(C=C1)[N-]C(=S)C1=C(OC=C1)C)OCC=C(C)C